(1S,2R,4S)-4-(5-(((benzyloxy)carbonyl)amino)-1-(tert-butyl)-1H-pyrazol-3-yl)-2-methoxycyclopentyl 4-nitrobenzoate [N+](=O)([O-])C1=CC=C(C(=O)O[C@@H]2[C@@H](C[C@@H](C2)C2=NN(C(=C2)NC(=O)OCC2=CC=CC=C2)C(C)(C)C)OC)C=C1